2'-Hydroxy-4-(benzyloxy)-4'-methoxychalcone OC1=C(C(/C=C/C2=CC=C(C=C2)OCC2=CC=CC=C2)=O)C=CC(=C1)OC